C(C)(C)(C)OC(=O)N1CCCC(=C1)C=1C=C2CCN(CC2=CC1)C(=O)OCC1=CC=CC=C1 benzyl 6-(1-tert-butoxycarbonyl-3,4-dihydro-2H-pyridin-5-yl)-3,4-dihydro-1H-isoquinoline-2-carboxylate